C(C)OC(C)N1N=CC(=C1)C1=NC=CC(=N1)N (1-(1-ethoxyethyl)-1H-pyrazol-4-yl)pyrimidin-4-amine